CN1C(=NC2=C(C=C(C=C2C1=O)C)[C@@H](C)NC1=C(C(=O)OC[C@H](N)C(=O)O)C=CC=C1)N1CCOCC1 O-(2-(((R)-1-(3,6-dimethyl-2-morpholino-4-oxo-3,4-dihydroquinazolin-8-yl)ethyl)amino)benzoyl)-L-serine